N-methyl-1,2,5-thiadiazol-3-amine CNC1=NSN=C1